BrC1=NN(C=C1)C1=CC=C(C=C1)N1CCOCC1 4-(4-(3-bromo-1H-pyrazol-1-yl)phenyl)morpholine